6-((2,3-dihydro-1H-indene-4-yl)amino)-5-fluoronicotinonitrile C1CCC2=C(C=CC=C12)NC1=NC=C(C#N)C=C1F